COCCNC(C(=O)[O-])NCCOC bis(2-methoxyethylamino)acetate